NC=1C(=CC2=C(N(C=CO2)C#CC)C1)F 6-amino-7-fluoro-4-propynyl-1,4-benzoxazine